4-formyl-5-methoxy-7-methyl-1-tosyl-1H-indole-3-carbonitrile C(=O)C1=C2C(=CN(C2=C(C=C1OC)C)S(=O)(=O)C1=CC=C(C)C=C1)C#N